NCCOCCOCCOCCOCCN(C)C1=C2C(N(C(C2=CC=C1)=O)C1C(NC(CC1)=O)=O)=O 4-(16-amino-5,8,11,14-tetraoxa-2-azahexadecan-2-yl)-2-(2,6-dioxopiperidin-3-yl)-2,3-dihydro-1H-isoindole-1,3-dione